BrC=1N(C2=NC(=NC(=C2N1)N)F)CC1=CC(=CC(=C1)F)CBr 8-bromo-9-(3-(bromomethyl)-5-fluorobenzyl)-2-fluoro-9H-purine-6-amine